3-(4-cyanophenyl)-N-(3-pyridylmethyl)pyrrolo[1,5-a]pyridine-6-carboxamide C(#N)C1=CC=C(C=C1)C1=CC=C2N1C=C(C=C2)C(=O)NCC=2C=NC=CC2